5-Bromo-6-chloro-1-(3-(trifluoromethyl)benzyl)-1H-indole BrC=1C=C2C=CN(C2=CC1Cl)CC1=CC(=CC=C1)C(F)(F)F